(R)-2-(4-(benzyloxy)-3-nitrophenyl)oxirane C(C1=CC=CC=C1)OC1=C(C=C(C=C1)[C@H]1OC1)[N+](=O)[O-]